FC1=C(C=CC=2NC(=NC21)CNC=2C=1N(N=C(C2)N2CCN(CC2)C)C(=CN1)C=1C=NN(C1)C)F N-((4,5-difluoro-1H-benzo[d]imidazol-2-yl)methyl)-3-(1-methyl-1H-pyrazol-4-yl)-6-(4-methylpiperazin-1-yl)imidazo[1,2-b]pyridazin-8-amine